BrC=1C(=C(C=CC1F)C[C@H](C(=O)O)[C@@H]1CN(CC1)C(=O)OC(C)(C)C)F (S)-3-(3-bromo-2,4-difluorophenyl)-2-((R)-1-(tert-butoxycarbonyl)pyrrolidin-3-yl)propanoic acid